8-methoxy-6-[7-(6-methylpyridazin-3-yl)imidazo[1,2-a]pyridin-3-yl]-2-(2,2,2-trifluoroethyl)-3,4-dihydroisoquinolin-1-one COC=1C=C(C=C2CCN(C(C12)=O)CC(F)(F)F)C1=CN=C2N1C=CC(=C2)C=2N=NC(=CC2)C